ClCCO 2-chloro-1-ethanol